C(C)N1C(NC2=CC(=CC(=C2C1)F)CN1CCN(CC1)C=1C=CC(=NC1C)C(=O)NC)=O 5-(4-((3-ethyl-5-fluoro-2-oxo-1,2,3,4-tetrahydroquinazolin-7-yl)methyl)piperazin-1-yl)-N,6-dimethylpyridinecarboxamide